Ammonium [(3S,10R,13R,17R)-17-[(1R)-5-hydroxy-1,5-dimethyl-hexyl]-10,13-dimethyl-2,3,4,7,8,9,11,12,14,15,16,17-dodecahydro-1H-cyclopenta[a]phenanthren-3-yl] sulfate S(=O)(=O)(O[C@H]1CC[C@@]2(C3CC[C@@]4([C@H](CCC4C3CC=C2C1)[C@@H](CCCC(C)(C)O)C)C)C)[O-].[NH4+]